ClC1=C(C(=NC2=CC(=C(C=C12)F)OC)C)C1=CC=C(C=C1)C1=C(C(=C(C=C1)F)F)F 4-Chloro-6-fluoro-7-methoxy-2-methyl-3-(2',3',4'-trifluoro-[1,1'-biphenyl]-4-yl)quinoline